C1(CC1)C#CC=1C=C2CCN3C(C2=CC1)=CC(=NC3=O)OCC3OCCOC3 9-Cyclopropylethynyl-2-([1,4]dioxan-2-ylmethoxy)-6,7-dihydro-pyrimido[6,1-a]isoquinolin-4-one